C(C1=CC=CC=C1)N1CC(CCC1)C1=CC=NC=2N1N=C(C2CN(C(C)C)CC2C[C@H](O[C@H](C2)C)C)C N-((7-(1-Benzylpiperidin-3-yl)-2-methylpyrazolo[1,5-a]pyrimidin-3-yl)methyl)-N-(((2R,6S)-2,6-dimethyltetrahydro-2H-pyran-4-yl)methyl)propan-2-amine